2-Chloro-4-((1-methyl-2-oxo-3-(4,4,4-trifluoro-3-hydroxy-3-methylbutyl)-2,3-dihydro-1H-benzo[d]imidazol-5-yl)amino)nicotinonitril ClC1=C(C#N)C(=CC=N1)NC1=CC2=C(N(C(N2CCC(C(F)(F)F)(C)O)=O)C)C=C1